1,3-dibromo-5-tertiary butyl-benzene BrC1=CC(=CC(=C1)C(C)(C)C)Br